OC1(CC(C1)C(=O)N1CC2(C1)CC(C2)CC2=CC(=CC=C2)C)C ((1s,3s)-3-Hydroxy-3-methylcyclobutyl)(6-(3-methylbenzyl)-2-azaspiro[3.3]heptan-2-yl)methanon